C1=NC=C(C2=CC=CC=C12)N1C(N(CC1C#N)C1=C(C=CC(=C1)C(F)(F)F)OC)=O 3-(isoquinolin-4-yl)-1-(2-methoxy-5-(trifluoromethyl)phenyl)-2-oxoimidazolidine-4-carbonitrile